C(C)OC(CC1(COC1)C)=O 2-(3-Methyloxetan-3-yl)acetic acid ethyl ester